ClC=C(F)F 2-chloro-1,1-difluoroethene